CC1=C(C=NO1)C1=CC=2N(C=C1)N=C(C2)NC(=O)C2CC2 N-[5-(5-methylisoxazol-4-yl)pyrazolo[1,5-a]pyridin-2-yl]cyclopropanecarboxamide